Tin formate C(=O)[O-].[Sn+4].C(=O)[O-].C(=O)[O-].C(=O)[O-]